[C@H]12CNC[C@H](CC1)N2C2=NC(=NC1=C(C(=CC=C21)C2=CC(=CC1=CC=CC=C21)O)F)OC[C@@]21CCCN1C[C@@H](C2)F 4-(4-((1R,5S)-3,8-diazabicyclo[3.2.1]octan-8-yl)-8-fluoro-2-(((2R,7aR)-2-fluorotetrahydro-1H-pyrrolizin-7a(5H)-yl)methoxy)quinazolin-7-yl)naphthalen-2-ol